C(C)(C)(C)[Si](C)(C)OCC1(CCC1)C#CC1CC1 tert-butyl-[[1-(2-cyclopropylethynyl)-cyclobutyl]methoxy]-dimethyl-silane